4-methyl-phthalazin-1-amine CC1=NN=C(C2=CC=CC=C12)N